ClC1=NN2C(N=CC3=C2C(CN3C(=O)NC=3C=NC(=C(C3)Cl)N3N=CC=N3)(C(F)(F)F)COC)=C1 2-chloro-N-(5-chloro-6-(2H-1,2,3-triazol-2-yl)pyridin-3-yl)-8-(methoxymethyl)-8-(trifluoromethyl)-7,8-dihydro-6H-pyrazolo[1,5-a]pyrrolo[2,3-e]pyrimidine-6-carboxamide